ClC=1C(=CC(=C(C1)NC(OC(C)(C)C)=O)F)C=1C=NC=C(C1)C=O tert-butyl (5-chloro-2-fluoro-4-(5-formylpyridine-3-yl)phenyl)carbamate